ClC=1C=C(C=C2C=CN(C12)CC1=CC(=CC=C1)C(F)(F)F)NC(C=C)=O N-(7-chloro-1-(3-(trifluoro-methyl)benzyl)-1H-indol-5-yl)acrylamide